4-bromo-2-(difluoromethoxy)-1-fluorobenzene BrC1=CC(=C(C=C1)F)OC(F)F